4,6-dinitro-m-cresol [N+](=O)([O-])C=1C(=CC(=C(C1)[N+](=O)[O-])O)C